(1R,5S,6r)-6-(cyclopropylcarbonyl)-3-azabicyclo[3.1.0]Hexane-3-carboxylic acid tert-butyl ester C(C)(C)(C)OC(=O)N1C[C@H]2C([C@H]2C1)C(=O)C1CC1